3,4-O-dinonanoyl-xylitol C(CCCCCCCC)(=O)[C@]([C@H](CO)O)(O)[C@H](OC(CCCCCCCC)=O)CO